FC(C(=O)O)(F)F.FC(C(=O)O)(F)F.C(C)(C)(C)OC(=O)N1CCC(CC1)C1=CC=CC=C1 4-phenylpiperidine-1-carboxylic acid tert-butyl ester bis-trifluoroacetate